tert-butyl 3-(3-(2,4-dioxotetrahydropyrimidin-1(2H)-yl)-1-methyl-1H-indazol-6-yl)azetidine-1-carboxylate O=C1N(CCC(N1)=O)C1=NN(C2=CC(=CC=C12)C1CN(C1)C(=O)OC(C)(C)C)C